FC(OC1CC(C1)OCC(=O)NC12CC(C1)(C2)NC(C)=O)(F)F N-(3-(2-(3-(trifluoromethoxy)cyclobutoxy)acetamido)bicyclo[1.1.1]pent-1-yl)acetamide